C(C(C)=C)OCC(C(=O)OCCCCCCCCC)=C nonyl α-methallyloxymethylacrylate